benzyl pyridazine-6(5H)-carboxylate N=1N=CCCC1C(=O)OCC1=CC=CC=C1